C(CCCCCCCCCCCCC)NCC=1C(O)=C(C(=C(C1)C)C)C tetradecyltrimethylsalicyl-amine